CC1(CN(CC1)C1=CC(=C(C=N1)C=1CN(CC1)C(=O)OC(C)(C)C)C1=NN(C=C1)C)C tert-butyl 3-(6-(3,3-dimethylpyrrolidin-1-yl)-4-(1-methyl-1H-pyrazol-3-yl)pyridin-3-yl)-2,5-dihydro-1H-pyrrole-1-carboxylate